C1(CC1)[C@H](C)N(C(=O)OCC1=C(C=NN1C)C1=CC=C(C=N1)OC1CCCCC1)C (1S,3S)-3-((6-(5-((((1-Cyclopropylethyl)(methyl)carbamoyl)oxy)methyl)-1-methyl-1H-pyrazol-4-yl)pyridin-3-yl)oxy)cyclohexan